C(C)(C)(C)OC(=O)N1CCN(CC1)C1=C(C=C(C(=C1)F)F)C=O 4-(4,5-difluoro-2-formylphenyl)piperazine-1-carboxylic acid tert-butyl ester